propyl-zirconium (iv) tribromide [Br-].[Br-].[Br-].C(CC)[Zr+3]